8-{7-difluoromethyl-6-[1-(1-methyl-azetidin-3-yl)-1H-pyrazol-4-yl]-3,4-dihydro-2H-quinolin-1-yl}-[1,7]naphthyridine-6-carboxylic acid methylamide CNC(=O)C=1C=C2C=CC=NC2=C(N1)N1CCCC2=CC(=C(C=C12)C(F)F)C=1C=NN(C1)C1CN(C1)C